7-[(1-methylindol-5-yl) amino]-1-oxo-isoindolin-2-carboxylate CN1C=CC2=CC(=CC=C12)NC=1C=CC=C2CN(C(C12)=O)C(=O)[O-]